OC(C)C1=C(C=CC(=C1)OC)CCC(=O)[O-] 3-[(lS-1-hydroxyethyl)-4-methoxyphenyl]propanoate